3-{[1-({(3R,4R)-1-[(5-bromo-3-fluorothien-2-yl)carbonyl]-3-phenylpiperidin-4-yl}carbonyl)-4-hydroxypiperidin-4-yl]methyl}-7-methyl-3,7-dihydro-4H-pyrrolo[2,3-d]pyrimidin-4-one BrC1=CC(=C(S1)C(=O)N1C[C@H]([C@@H](CC1)C(=O)N1CCC(CC1)(O)CN1C=NC2=C(C1=O)C=CN2C)C2=CC=CC=C2)F